N1=CC(=CC2=CN=CC=C12)C(=O)N 1,6-naphthyridine-3-carboxamide